[Si](C)(C)(C(C)(C)C)OCCC[C@@H](C)OC1=NC(=CC=C1S(=O)(=O)N1[C@@H](CCC1)C(=O)OC(C)(C)C)C |&1:11| tert-Butyl ((2-(((RS)-5-((tert-butyldimethylsilyl)oxy)pentan-2-yl)oxy)-6-methylpyridin-3-yl)sulfonyl)-L-prolinate